ClC1=NC=C(C(=C1)C1=C(C=NC(=C1)C)C(=O)NC=1SC(=NN1)OC[C@H]1COC(C1)(C)C)OC (R)-2'-chloro-N-(5-((5,5-dimethyltetrahydrofuran-3-yl)methoxy)-1,3,4-thiadiazol-2-yl)-5'-methoxy-6-methyl-(4,4'-bipyridine)-3-carboxamide